(Z)-3-((5-(4-aminophenyl)-3,3-diethyl-7-(methylsulfanyl)-1,1-dioxido-2,3,4,5-tetrahydro-1,5-benzothiazepin-8-yl)oxy)-2-fluoroacrylic acid methyl ester COC(/C(=C/OC1=CC2=C(N(CC(CS2(=O)=O)(CC)CC)C2=CC=C(C=C2)N)C=C1SC)/F)=O